C1=CC=C2C(=C1)C3=CC=CC=C3C2(C4=CC=CC=C4O)C5=CC=CC=C5O 9,9-bis(hydroxyphenyl)fluorene